ClC=1C=C2C=C(C(=NC2=CC1)N1CCC(CCC1)(F)F)C(=O)NC1=CC(=CC=C1)S(N)(=O)=O 6-chloro-2-(4,4-difluoroazepan-1-yl)-N-(3-sulfamoylphenyl)quinoline-3-carboxamide